C(C1=CC=CC=C1)OC1=CC=C(C=N1)S(=O)(=N)C1=CC=C(C(=O)OC)C=C1 methyl 4-[(6-benzyloxy-3-pyridyl)sulfonimidoyl]benzoate